tert-butyl (1S,4S)-5-(5-(methoxycarbonyl)-4,6-dimethylpyridin-2-yl)-2,5-diazabicyclo[2.2.1]heptane-2-carboxylate COC(=O)C=1C(=CC(=NC1C)N1[C@@H]2CN([C@H](C1)C2)C(=O)OC(C)(C)C)C